2-(11-chloro-8,9-dihydro-3H-benzo[5,6][1,2,3]triazolo[4',5':7,8]cycloocta[1,2-b]pyridin-3-yl)-N-methylacetamide ClC=1C=CC2=C(CCC=3C(=NC=CC3)C3=C2N=NN3CC(=O)NC)C1